methyl 4-[(3S,5S)-4-tert-butoxy carbonyl-3,5-dimethyl-piperazin-1-yl]-2-[(2-methylpyrazol-3-yl)methoxy]-1,3-benzothiazole-7-carboxylate C(C)(C)(C)OC(=O)N1[C@H](CN(C[C@@H]1C)C1=CC=C(C2=C1N=C(S2)OCC=2N(N=CC2)C)C(=O)OC)C